C(C)(C)(C)OC(=O)N(C1=CC(=NC=2N1N=CC2C2CC2)N(C2CCN(CC2)C(=O)OC(C)(C)C)C)CC2=CC=C(C=C2)C2=NC=CC=C2 tert-butyl 4-((7-((tert-butoxycarbonyl)(4-(pyridin-2-yl)benzyl)amino)-3-cyclopropylpyrazolo[1,5-a]pyrimidin-5-yl)(methyl)amino)piperidine-1-carboxylate